(cyclobutylmethoxy)piperidine hydrochloride Cl.C1(CCC1)CON1CCCCC1